N-vinyl-N-methylacetamide C(=C)N(C(C)=O)C